FC1([C@H](C[C@H]2C[C@@H]([C@H]3[C@@H]4CC[C@H]([C@@H](CCC(=O)O)C)[C@]4(CC[C@@H]3[C@]2(C1)C)C)O)O)F 2,2-difluoro-3α,7β-dihydroxy-5β-cholanic acid